N-(2-(6-fluoro-1H-indol-3-yl)ethyl)-3-(2,2,3,3-tetra-fluoropropoxy)benzylamine FC1=CC=C2C(=CNC2=C1)CCNCC1=CC(=CC=C1)OCC(C(F)F)(F)F